2,5-dibutyl-hydroquinone C(CCC)C1=C(O)C=C(C(=C1)O)CCCC